Cl.C(=O)(O)C(CC=C)N 1-carboxybut-3-en-1-amine hydrochloride